FC(CN1C2CC(C1)C2)(C)C 2-(2-fluoro-2-methylpropyl)-2-azabicyclo[2.1.1]hexan